O=C1NC(CCC1N1C(C2=CC=CC(=C2C1=O)N1CC2(CN(C2)C(CCC(=O)N2C[C@H](CC2)NC(OC(C)(C)C)=O)=O)C1)=O)=O tert-butyl ((3S)-1-(4-(6-(2-(2,6-dioxopiperidin-3-yl)-1,3-dioxoisoindolin-4-yl)-2,6-diazaspiro[3.3]heptan-2-yl)-4-oxobutanoyl)pyrrolidin-3-yl)carbamate